C1(CC1)C1=C(C(=NO1)C1=C(C=NC=C1Cl)Cl)COC12CCC(CC1)(CC2)COC=2C=C1C(=CC=NC1=C(C2)F)OCC 6-((4-((5-Cyclopropyl-3-(3,5-dichloropyridin-4-yl)isoxazol-4-yl)methoxy)bicyclo[2.2.2]octan-1-yl)methoxy)-4-ethoxy-8-fluorochinolin